3-(2-((4-(1-(6-((6-acetyl-8-cyclopentyl-5-methyl-7-oxo-7,8-dihydropyrido[2,3-d]pyrimidin-2-yl)amino)pyridin-3-yl)piperidin-4-yl)piperazin-1-yl)methyl)phenyl)piperidine-2,6-dione C(C)(=O)C1=C(C2=C(N=C(N=C2)NC2=CC=C(C=N2)N2CCC(CC2)N2CCN(CC2)CC2=C(C=CC=C2)C2C(NC(CC2)=O)=O)N(C1=O)C1CCCC1)C